dihydro-5'H-spiro[cyclopropane-1,4'-pyrazolo[1,5-a]pyrazine] N1CC=C2N1C=CNC21CC1